CN([C@@H]1CN(CC1)C=1C=C(C=CC1)NC=1N=C(C2=C(N1)C=CS2)N2OCC[C@H]2C2=CC=CC=C2)C N-(3-((S)-3-(dimethylamino)pyrrolidin-1-yl)phenyl)-4-((S)-3-phenylisoxazolidin-2-yl)thieno[3,2-d]pyrimidin-2-amine